4-(3-hydroxy-6-quinolin-5-yl-pyridin-2-yl)-4-oxo-butyric acid ethyl ester C(C)OC(CCC(=O)C1=NC(=CC=C1O)C1=C2C=CC=NC2=CC=C1)=O